F[C@@H]1[C@H]2CCC[C@@H](C[C@@H]1N(C)C=1N=NC(=CN1)C1=C(C=C(C=C1)C=1C=NN(C1)C)OCOC)N2C(=O)OC(C)(C)C tert-butyl (1R,2S,3S,5S)-2-fluoro-3-((6-(2-(methoxymethoxy)-4-(1-methyl-1H-pyrazol-4-yl) phenyl)-1,2,4-triazin-3-yl) (methyl) amino)-9-azabicyclo[3.3.1]nonane-9-carboxylate